FC=1C=CC(=C(C(=O)NCC=2N=CC(=C3C2N(C=C3)COCC[Si](C)(C)C)B3OC(C(O3)(C)C)(C)C)C1)OC 5-fluoro-2-methoxy-N-((4-(4,4,5,5-tetramethyl-1,3,2-dioxaborolan-2-yl)-1-((2-(trimethylsilyl)ethoxy)methyl)-1H-pyrrolo[2,3-c]pyridin-7-yl)methyl)benzamid